ClC1=C(C#N)C=CC(=C1)N1CC2(CC1C)CCN(CC2)C2=CC=C(C=C2)C(=O)N2CCC(CC2)CN2CCC(CC2)C2=C(C=C(C=C2)NC2C(NC(CC2)=O)=O)F 2-Chloro-4-(8-(4-(4-((4-(4-((2,6-dioxopiperidin-3-yl)amino)-2-fluorophenyl)piperidin-1-yl)methyl)piperidine-1-carbonyl)phenyl)-3-methyl-2,8-diazaspiro[4.5]decan-2-yl)benzonitrile